CC1CCC(CC1)NC1=NC(=NC=C1C#N)NCCCN1C(CCCC1)C 4-(4-methylcyclohexylamino)-2-(3-(2-methylpiperidin-1-yl)propylamino)pyrimidine-5-carbonitrile